FC(C(=O)O)(F)F.CN1C(=NC2=CC=C(C=C2C1=O)C#N)[C@H]1CNCCC1 (R)-3-methyl-4-oxo-2-(piperidin-3-yl)-3,4-dihydroquinazoline-6-carbonitrile trifluoroacetic acid salt